rac-(R)-6-(4,4-difluoro-2-methylpiperidin-1-yl)quinoline-4-carboxylic acid FC1(C[C@H](N(CC1)C=1C=C2C(=CC=NC2=CC1)C(=O)O)C)F |r|